4-(3-isopropyl-5-(1-((2-methyl-1H-imidazol-5-yl)methyl)piperidin-4-yl)-1H-indol-2-yl)-1H-pyrazolo[3,4-b]pyridine C(C)(C)C1=C(NC2=CC=C(C=C12)C1CCN(CC1)CC1=CN=C(N1)C)C1=C2C(=NC=C1)NN=C2